1,5-dimethyl-1H-imidazole-4-carboxylic acid CN1C=NC(=C1C)C(=O)O